CCCCCCCCCCCCCCCCCC e-octadecane